2-methylsulfonyl-amino-1,4-butanediol CS(=O)(=O)C(C(O)N)CCO